(S)-1-(3-(4-amino-5-(3-fluoro-4-((6-methylpyridin-2-yl)oxy)phenyl)-7,8-dihydro-6H-imidazo[1',2':1,5]pyrrolo[2,3-d]Pyrimidin-6-yl)piperidin-1-yl)prop-2-en-1-one NC=1C2=C(N=CN1)N1C(=C2C2=CC(=C(C=C2)OC2=NC(=CC=C2)C)F)N(CC1)[C@@H]1CN(CCC1)C(C=C)=O